O1[C@H](COCC1)CNC(=O)C1=C(C2=C(CCC3=CN(N=C23)CC2=NC=CC=C2)O1)C N-{[(2S)-1,4-Dioxan-2-yl]methyl}-8-methyl-2-[(pyridin-2-yl)methyl]-4,5-dihydro-2H-furo[2,3-g]indazol-7-carboxamid